C(C)(C)(C)OC(CSC1(CC1)C(=O)OCC)=O ethyl 1-((2-(tert-butoxy)-2-oxoethyl)thio)cyclopropanecarboxylate